4-(2-(9-(tert-butyl)-1,3-dioxo-1H-xantheno[2,1,9-def]isoquinolin-2(3H)-yl)ethoxy)-2,6-dimethylbenzaldehyde C(C)(C)(C)C1=CC=C2OC=3C=CC=4C(N(C(C5=CC=C(C3C45)C2=C1)=O)CCOC1=CC(=C(C=O)C(=C1)C)C)=O